3-(7-(2,3-dichloro-6-methoxyphenyl)imidazo[1,2-a]pyridin-2-yl)piperidine-1-carboxylate ClC1=C(C(=CC=C1Cl)OC)C1=CC=2N(C=C1)C=C(N2)C2CN(CCC2)C(=O)[O-]